COP(=O)(OC)CC=1C=C(C(=O)OC)C=CC1OC methyl 3-((dimethoxyphosphoryl) methyl)-4-methoxybenzoate